ClC1=C(C=CC=C1)C=1N(C2=NC(=NC(=C2N1)N1CCC(CC1)(C(=O)N)C)N1[C@@H](CCC1)CO)C1=CC=C(C=C1)Cl 1-[8-(2-chlorophenyl)-9-(4-chlorophenyl)-2-[(2S)-2-(hydroxymethyl)pyrrolidin-1-yl]purin-6-yl]-4-methyl-piperidine-4-carboxamide